C(C)(C)(C)OC(NC(C(C)(C)O)C1=NC=C(C=C1)OCC(CCC)C)=O (2-hydroxy-2-methyl-1-(5-((2-methylpentyl)oxy)pyridin-2-yl)propyl)carbamic acid tert-butyl ester